tert-butyl-4-(4-methoxyphenyl)piperidine C(C)(C)(C)N1CCC(CC1)C1=CC=C(C=C1)OC